COC(C1=CC=C(C=C1)COC1=CC=C2C(=CC(OC2=C1)=O)C)=O 4-[(4-methyl-2-oxo-chromen-7-yl)oxymethyl]benzoic acid methyl ester